[Sn](Br)I.CN Methylamine tin iodide bromide